2-[[3-(4-chloro-2-fluoro-phenyl)-5-methyl-triazol-4-yl]methyl]-5-[(2s,6s)-2,6-dimethylmorpholin-4-yl]pyridazin-3-one ClC1=CC(=C(C=C1)N1N=NC(=C1CN1N=CC(=CC1=O)N1C[C@@H](O[C@H](C1)C)C)C)F